rel-N-[(3S,4R)-7-methyl-6-oxo-4-({[(1s,4S)-4-(prop-1-yn-1-yl)cyclohexyl]oxy}methyl)-1,3,4,6-tetrahydro-2H-quinolizin-3-yl]ethanesulfonamide CC=1C(N2[C@H]([C@H](CCC2=CC1)NS(=O)(=O)CC)COC1CCC(CC1)C#CC)=O |o1:4,5|